lithium 3-methoxy-2-((3S,5S)-3,4,5-trimethylpiperazin-1-yl)propanoate COCC(C(=O)[O-])N1C[C@@H](N([C@H](C1)C)C)C.[Li+]